NC1=CC=CC(=N1)S(=O)(=O)NC1=NC(=C(C=C1)Cl)C1=C(C=CC=C1)Cl 6-amino-N-(5-chloro-6-(2-chlorophenyl)pyridin-2-yl)pyridine-2-sulfonamide